C[C@H]1N(CCOC1)C1=NC2=C(N=CC=C2C(=C1)C=1OC(=NN1)C)C1=CC=NN1 2-[(3R)-3-methylmorpholin-4-yl]-4-(5-methyl-1,3,4-oxadiazol-2-yl)-8-(1H-pyrazol-5-yl)-1,7-naphthyridine